2,4,6-trichloro-5-(1,3-dioxan-2-yl)nicotinic acid ClC1=C(C(=O)O)C(=C(C(=N1)Cl)C1OCCCO1)Cl